O=S1(CC2(C1)CC(C2)N2N=C(C1=C2CC([C@H]1O)(F)F)C(F)(F)F)=O (4S)-1-(2,2-dioxo-2λ6-thiaspiro[3.3]heptan-6-yl)-5,5-difluoro-3-(trifluoromethyl)-4,6-dihydrocyclopenta[c]pyrazol-4-ol